O(C#N)C1=CC=C(C=C1)C1(C2=CC=CC=C2C=2C=CC=CC12)C1=CC=C(C=C1)OC#N 9,9-Bis(4-cyanatophenyl)fluoren